4-(Hydroxymethyl)-N-methyl-piperidine-1-carboxamide OCC1CCN(CC1)C(=O)NC